NC=1C(=NC(=CN1)C1=CC=C(C=C1)C)C(=O)NC1=CC=C(C=C1)S(=O)(=O)CP(OCC)(=O)CC ethyl (4-(3-amino-6-p-tolylpyrazine-2-carboxamido)phenylsulfonyl)methyl(ethyl)phosphinate